3-[[2-(4-fluorophenyl)imidazo[1,2-a]pyrazin-3-yl]amino]benzoic acid FC1=CC=C(C=C1)C=1N=C2N(C=CN=C2)C1NC=1C=C(C(=O)O)C=CC1